NC1C(CN(CC1)C(C(F)(F)C1=C(C=CC(=N1)C(=O)NC1=CC(=C(C=C1)F)C)F)=O)(C)C 6-(2-(4-amino-3,3-dimethylpiperidin-1-yl)-1,1-difluoro-2-oxoethyl)-5-fluoro-N-(4-fluoro-3-methylphenyl)picolinamide